7-oxabicyclo[2.2.1]Heptane-1-carboxylic acid C12(CCC(CC1)O2)C(=O)O